N-(4-((3-chloro-4-fluorophenyl)amino)-7-(((S)-tetrahydrofuran-3-yl)oxy)quinazolin-6-yl)-4-((2-(2,6-dioxopiperidin-3-yl)-1,3-dioxoisoindolin-4-yl)thio)butanamide ClC=1C=C(C=CC1F)NC1=NC=NC2=CC(=C(C=C12)NC(CCCSC1=C2C(N(C(C2=CC=C1)=O)C1C(NC(CC1)=O)=O)=O)=O)O[C@@H]1COCC1